4-(4-methylbenzyl)pyrrolidine-2-carboxamide CC1=CC=C(CC2CC(NC2)C(=O)N)C=C1